ClC=1C(=C(C=C(C1)C1=CC(=CC=C1)OC1CCC1)F)OCCCC(=O)O 4-(5-chloro-3'-cyclobutoxy-3-fluoro-biphenyl-4-yloxy)-butyric acid